4-[3-(4-{[2-(4-Fluoro-phenyl)-cyclopropylamino]-methyl}-piperidin-1-yl)-propyl]-N-hydroxy-benzamide TFA salt OC(=O)C(F)(F)F.FC1=CC=C(C=C1)C1C(C1)NCC1CCN(CC1)CCCC1=CC=C(C(=O)NO)C=C1